tert-butyl 4-(((1r,3r)-3-formylcyclobutyl)methyl)piperazine-1-carboxylate C(=O)C1CC(C1)CN1CCN(CC1)C(=O)OC(C)(C)C